6-(4-amino-3-fluoro-4-phenylpiperidin-1-yl)-3-(3,4-dichloro-2-methyl-2H-indazol-5-yl)-1H-Pyrazolo[3,4-d]pyrimidine-4-carbonitrile NC1(C(CN(CC1)C1=NC(=C2C(=N1)NN=C2C2=C(C1=C(N(N=C1C=C2)C)Cl)Cl)C#N)F)C2=CC=CC=C2